Cl.COC(=O)C1(CC(=NO1)[C@H](C)N)CC1=CC=CC=C1.FC1=C(C=CC(=C1)I)NC1=CC=CC=C1C1=CC=NO1 (2-fluoro-4-iodophenyl)-6-(1,2-oxazol-5-yl)aniline Methyl-3-((S)-1-aminoethyl)-5-benzyl-4,5-dihydroisoxazole-5-carboxylate hydrochloride